N-(5-((3S)-3-(((9,10-difluoro-3-methyl-7-oxo-3,7-dihydro-2H-[1,4]oxazino[2,3,4-ij]quinolin-6-yl)methyl)((2-methoxypyridin-4-yl)methyl)amino)piperidin-1-yl)pyridin-2-yl)acetamide FC=1C=C2C(C(=CN3C2=C(C1F)OCC3C)CN([C@@H]3CN(CCC3)C=3C=CC(=NC3)NC(C)=O)CC3=CC(=NC=C3)OC)=O